CN(C=1C=C(CN(C=2OC=C(N2)CN2CCN(CC2)C)CC2=CC(=CC=C2)OC)C=CC1)C N-(3-(dimethylamino)benzyl)-N-(3-methoxybenzyl)-4-((4-methylpiperazin-1-yl)methyl)oxazol-2-amine